3-(1H-indazol-5-yl)-N-(4-(4-(methylamino)-4-oxobutyl)-1-phenyl-1H-imidazol-2-yl)benzamide N1N=CC2=CC(=CC=C12)C=1C=C(C(=O)NC=2N(C=C(N2)CCCC(=O)NC)C2=CC=CC=C2)C=CC1